C[C@@H]1N(CC1)C=1N=C(C2=C(N1)CCC2)C=2C=C(C=CC2)CN2CC(C2)O 1-[[3-[2-[(2S)-2-methylazetidin-1-yl]-6,7-dihydro-5H-cyclopenta[d]pyrimidin-4-yl]phenyl]methyl]azetidin-3-ol